(3S)-6-bromo-7-chloro-5-(2,6-difluorophenyl)-3-methyl-1,3-dihydro-1,4-benzodiazepine-2-One BrC1=C(C=CC2=C1C(=N[C@H](C(N2)=O)C)C2=C(C=CC=C2F)F)Cl